2-Amino-5-[8-(1,6-dimethyl-1H-indazol-5-yl)indolizine-3-carbonyl]benzonitrile NC1=C(C#N)C=C(C=C1)C(=O)C1=CC=C2C(=CC=CN12)C=1C=C2C=NN(C2=CC1C)C